ClC1=C(NC(=C1Cl)C)C(=O)NC1=CC=C(C(=O)O)C=C1 4-(3,4-dichloro-5-methyl-1H-pyrrole-2-carboxamido)benzoic acid